FC1=C(C=C(C=C1C[C@@H]1N(CC2(CC2)[C@@H]1NS(=O)(=O)CF)C(=O)[C@@H]1OCC1)F)C1=CC=CC=C1 N-((6S,7S)-6-((2,5-difluoro-[1,1'-biphenyl]-3-yl)methyl)-5-((R)-oxetan-2-carbonyl)-5-azaspiro[2.4]heptan-7-yl)-1-fluoromethanesulfonamide